ClC=1C(=C(OC2=NC=NC3=CC=C(C=C23)C2CN(CC2)C(=O)OC(C)(C)C)C=CC1Cl)F tert-Butyl 3-(4-(3,4-dichloro-2-fluorophenoxy)quinazolin-6-yl)pyrrolidine-1-carboxylate